1-(cyclopropylimino)-2-(2-(6-ethoxy-1H-pyrrolo[2,3-b]-pyridin-4-yl)-6-((R)-3-methylmorpholino)pyrimidin-4-yl)-2-methyltetrahydro-1H-1λ6-thiophene 1-oxide C1(CC1)N=S1(C(CCC1)(C)C1=NC(=NC(=C1)N1[C@@H](COCC1)C)C1=C2C(=NC(=C1)OCC)NC=C2)=O